4-(1-(4-(2-(methylamino)ethoxy)phenyl)-2-phenylbut-1-en-1-yl)phenol CNCCOC1=CC=C(C=C1)C(=C(CC)C1=CC=CC=C1)C1=CC=C(C=C1)O